[2-(3-bromo-5-cyano-1-methyl-1H-pyrrol-2-yl)ethoxy]-3,4-dihydroisoquinoline-2(1H)-carboxylic acid tert-butyl ester C(C)(C)(C)OC(=O)N1C(C2=CC=CC=C2CC1)OCCC=1N(C(=CC1Br)C#N)C